FC(C(=O)O)(F)F.FC=1C=C(C(=O)NCC2CCC(CC2)N2N=C3C=C(C=CC3=C2)C=2C=3N(C=CC2)N=CN3)C=C(C1O)F 3,5-difluoro-4-hydroxy-N-({(1r,4r)-4-[6-([1,2,4]triazolo[1,5-a]pyridin-8-yl)-2H-indazol-2-yl]cyclohexyl}methyl)benzamide, trifluoroacetate salt